C[C@]1([C@@H](C1)C(=O)N1C(OC[C@@H]1C1=CC=CC=C1)=O)C1=CC=CC=C1 (S)-3-((1R,2S)-2-methyl-2-phenylcyclopropane-1-carbonyl)-4-phenyloxazolidin-2-one